FC(CN1C=C(C=CC1=O)C(=O)OC)F methyl 1-(2,2-difluoroethyl)-6-oxo-1,6-dihydropyridine-3-carboxylate